phenyl-(toluene-4-sulfonyl)-acetonitrile C1(=CC=CC=C1)C(C#N)S(=O)(=O)C1=CC=C(C)C=C1